2-[4-(1-Methyl-4-pyridin-4-yl-1H-pyrazol-3-yl)-phenoxymethyl]-1-(2,2,2-trifluoro-ethyl)-1H-benzoimidazole CN1N=C(C(=C1)C1=CC=NC=C1)C1=CC=C(OCC2=NC3=C(N2CC(F)(F)F)C=CC=C3)C=C1